COCC1=NC=CC=C1B1OC(C(O1)(C)C)(C)C (methoxymethyl)-3-(4,4,5,5-tetramethyl-1,3,2-dioxaborolan-2-yl)pyridine